BrC=1N=C(C2=C(N1)C=C(O2)C2=NC=CC=C2)N2CCOCC2 2-bromo-4-morpholino-6-(pyridin-2-yl)furo[3,2-d]pyrimidine